CC(C)(C)C#C/C=C/CN(C)CC1=CC=CC2=CC=CC=C21.Cl trans-N-(6,6-dimethyl-2-hepten-4-ynyl)-N-methyl-1-naphthylmethylamine hydrochloride